2-[5-(2-bromoethoxy)-3-(trifluoromethyl)pyridin-2-yl]propan-2-ol BrCCOC=1C=C(C(=NC1)C(C)(C)O)C(F)(F)F